3-isopropyl-5-(1-(5-(4-(methylsulfonyl)phenyl)thiazolo[5,4-b]pyridin-2-yl)pyrrolidin-3-yl)-1,2,4-oxadiazol C(C)(C)C1=NOC(=N1)C1CN(CC1)C=1SC2=NC(=CC=C2N1)C1=CC=C(C=C1)S(=O)(=O)C